5-(((trans-3-(3-cyclopropyl-4-phenyl-1H-pyrazol-1-yl)cyclobutyl)methyl)amino)-2-(2,6-dioxopiperidin-3-yl)isoindoline-1,3-dione C1(CC1)C1=NN(C=C1C1=CC=CC=C1)[C@@H]1C[C@H](C1)CNC=1C=C2C(N(C(C2=CC1)=O)C1C(NC(CC1)=O)=O)=O